NC=1C(=NC(=CN1)C1=CC=C(C=C1)S(=O)(=O)CCN(CC)CC)C(=O)NC1=CC=CC=C1 3-amino-6-(4-((2-(diethylamino)ethyl)sulfonyl)phenyl)-N-phenylpyrazine-2-carboxamide